FC(C=1C=C(C=CC1)NC(N(CC1=NNC(=C1)C(F)(F)F)C=1C=NC(=NC1)OC)=O)F (3-(Difluoromethyl)phenyl)-1-(2-methoxypyrimidin-5-yl)-1-((5-(trifluoromethyl)-1H-pyrazol-3-yl)methyl)urea